C(C)(C)(C)OC(=O)N1[C@@H](CC([C@H](C1)C)=O)C=1C=NC(=CC1)C.OCCCCCCCC1=C(C(=NO1)C1=CC=CC=C1)C1=CC=C(C=C1)S(=O)(=O)N |r| 4-(5-(7-hydroxyheptyl)-3-phenylisoxazol-4-yl)benzenesulfonamide rac-tert-butyl-(2S,5S)-5-methyl-2-(6-methyl-3-pyridyl)-4-oxo-piperidine-1-carboxylate